NC=1C2=C(N=CN1)N(C=C2)[C@@H]2C[C@@H]([C@@H]1[C@H]2OC(O1)(C)C)C=1C=C(C=CC1)NC(OC(C)(C)C)=O tert-butyl (3-((3ar,4r,6r,6as)-6-(4-amino-7H-pyrrolo[2,3-d]pyrimidin-7-yl)-2,2-dimethyltetrahydro-4H-cyclopenta[d][1,3]dioxol-4-yl)phenyl)carbamate